amino-3-bromo-5-methylbenzoic acid methyl ester COC(C1=C(C(=CC(=C1)C)Br)N)=O